BrC=1C=C(C=CC1)C(C1=NN=CN1C)C1COCC1 3-((3-bromophenyl)(tetrahydrofuran-3-yl)methyl)-4-methyl-4H-1,2,4-triazole